NC1=C(C=CC(=C1)N)C(C)C 2,4-diaminocumene